tert-butyl N-[(1S,3R)-3-[(4-amino-6-chloropyridin-3-yl)amino]cyclohexyl]carbamate NC1=C(C=NC(=C1)Cl)N[C@H]1C[C@H](CCC1)NC(OC(C)(C)C)=O